N-ethyl-2-(3-(2-((4-fluorophenyl)amino)pyrimidin-5-yl)-6-oxopyridazin-1(6H)-yl)acetamide C(C)NC(CN1N=C(C=CC1=O)C=1C=NC(=NC1)NC1=CC=C(C=C1)F)=O